C(CCCCCCCCC)(=O)OCC(COC(NC1CN(C1)CC)=O)OC(CCCCCCCCC)=O 3-(((1-ethylazetidin-3-yl)carbamoyl)oxy)propane-1,2-diyl bis(decanoate)